[1-[[3-(trifluoromethyl)phenyl]methyl]-3,4-dihydro-2H-quinolin-3-yl] methanesulfonate CS(=O)(=O)OC1CN(C2=CC=CC=C2C1)CC1=CC(=CC=C1)C(F)(F)F